OCCCN(CCCCCCCC(=O)OC(CCCCCCCC)CCCCCCCC)CCCCCC(OCCCCCCCCCCC(F)(F)F)=O heptadecan-9-yl 8-((3-hydroxypropyl)(6-oxo-6-((11,11,11-trifluoroundecyl)oxy)-hexyl)amino)octanoate